ClC=1C=C(C=CC1Cl)C=1N=NNC1 3,4-dichlorophenyl-1,2,3-triazole